1-N-[4-[7-[1-(Fluoromethyl)pyrazol-3-yl]quinolin-4-yl]oxyphenyl]-1-N'-(4-fluorophenyl)cyclopropane-1,1-dicarboxamide FCN1N=C(C=C1)C1=CC=C2C(=CC=NC2=C1)OC1=CC=C(C=C1)NC(=O)C1(CC1)C(=O)NC1=CC=C(C=C1)F